C(CCCCC)C(CCCCCC)N1CCN(CCC1)C(=O)OC(C)(C)C tert-butyl 4-(1-hexylheptyl)-1,4-diazepane-1-carboxylate